ClC=1C(=C(CNC(CN(C(CN2N=C(C3=CC(=CC=C23)NC=2C=NC=NC2)C(=O)N)=O)C(C)C)=O)C=CC1)F 1-(2-((2-((3-chloro-2-fluorobenzyl)amino)-2-oxoethyl)(isopropyl)amino)-2-oxoethyl)-5-(pyrimidin-5-ylamino)-1H-indazole-3-carboxamide